ClC=1C=C(C=NC1N=S(=O)(C)C)NC(=O)C=1C=NN(C1C(F)(F)F)C1=CC=C(C=2N1C=CN2)F N-(5-Chloro-6-((dimethyl(oxo)-λ6-sulfanyliden)amino)pyridin-3-yl)-1-(8-fluoroimidazo[1,2-a]pyridin-5-yl)-5-(trifluoromethyl)-1H-pyrazol-4-carboxamid